D-8-chloro-2-(methylthio)pyrido[3,4-D]pyrimidine ClC1=NC=CC2=C1N=C(N=C2)SC